C(C)OCCN1C(=[N+](C=C1)C)C(=O)[O-] 1-(2-ethoxyethyl)-3-methylimidazolium-2-carboxylate